FC1=C(C(=C(C(=C1F)C(F)(F)F)F)F)O 2,3,5,6-tetrafluoro-4-trifluoromethylphenol